C(C1=CC=CC=C1)N(C(C(=O)OCC(F)(F)F)=O)CC1=C(C=CC=C1)Cl 2,2,2-trifluoroethyl 2-[benzyl-[(2-chlorophenyl)methyl]amino]-2-oxo-acetate